FC(C(=O)O)(F)F.ClC1=C(C=CC=C1[C@]1(NC(N(C(C1)=O)[C@H]1C[C@H](OCC1)C)=N)C)NC(=O)C=1OC(=CC1)C#N |o1:21,23| N-(2-Chloro-3-{(4S)-2-imino-4-methyl-1-[(2R*,4R*)-2-methyl-tetrahydropyran-4-yl]-6-oxo-hexahydropyrimidin-4-yl}phenyl)-5-cyanofuran-2-carboxamide trifluoroacetic acid salt